4-(4-((1R,5S)-3,8-diazabicyclo[3.2.1]octan-3-yl)-8-fluoro-2-((1-(morpholinomethyl)cyclopropyl)methoxy)-6-(trifluoromethyl)quinazolin-7-yl)-7-fluorobenzo[d]thiazol-2-amine [C@H]12CN(C[C@H](CC1)N2)C2=NC(=NC1=C(C(=C(C=C21)C(F)(F)F)C2=CC=C(C1=C2N=C(S1)N)F)F)OCC1(CC1)CN1CCOCC1